FC1(CN(CC1)CC#CC1=CC=C(C=C1)C1OC2=CC=C(C=C2C(=C1C1=CC(=CC=C1)O)C)O)F 2-{4-[3-(3,3-Difluoropyrrolidin-1-yl)prop-1-ynyl]phenyl}-3-(3-hydroxyphenyl)-4-methyl-2H-chromen-6-ol